BrC1=NC=CC=C1 bromoazabenzene